CN(C=1C=NN2C1N=C(N=C2O)C=2C=NC=C(C2)F)C 8-(dimethylamino)-2-(5-fluoro-3-pyridinyl)pyrazolo[1,5-a][1,3,5]Triazin-4-ol